C=12C3=CC=C4CCCC4=C3NC(NS(C=3C=CN(CC4CCC(OC(N=CC1)=C2)C4)N3)(=O)=O)=O 24-oxa-14λ6-thia-11,13,18,26,31-pentaazahexacyclo-[23.3.1.115,18.120,23.02,10.05,9]hentriaconta-1(28),2,4,9,15(31),16,25(29),26-octaene-12,14,14-trione